1-((1-(2-(4-Fluorophenyl)-2-oxoethyl)piperidin-4-yl)methyl)-3-((6-methoxypyridin-3-yl)methyl)-1-methylurea FC1=CC=C(C=C1)C(CN1CCC(CC1)CN(C(=O)NCC=1C=NC(=CC1)OC)C)=O